NC1C(CC1)NC(SCC1=CC=C(C=C1)C(NCCN)=O)=O S-(4-((2-aminoethyl) carbamoyl) benzyl) 2-aminocyclobutane-1-thiocarbamate